C(C)(=O)N(CCCCN)CCCN N'-acetyl-spermidine